The molecule is a lipid A oxoanion obtained via deprotonation of the carboxy and phosphate OH groups of L-alpha-D-Hep-(1->5)-[alpha-Kdo-(2->4)]-alpha-Kdo-(2->6)-lipid A; major species at pH 7.3. It is a conjugate base of a heptosyl-(KDO)2-lipid A. CCCCCCCCCCCCCC(=O)O[C@H](CCCCCCCCCCC)CC(=O)O[C@@H]1[C@H]([C@@H](O[C@@H]([C@H]1OP(=O)([O-])[O-])CO[C@@]2(C[C@H]([C@H]([C@H](O2)[C@@H](CO)O)O[C@@H]3[C@H]([C@H]([C@@H]([C@H](O3)[C@H](CO)O)O)O)O)O[C@@]4(C[C@H]([C@H]([C@H](O4)[C@@H](CO)O)O)O)C(=O)[O-])C(=O)[O-])OC[C@@H]5[C@H]([C@@H]([C@H]([C@H](O5)OP(=O)([O-])[O-])NC(=O)C[C@@H](CCCCCCCCCCC)O)OC(=O)C[C@@H](CCCCCCCCCCC)O)O)NC(=O)C[C@@H](CCCCCCCCCCC)OC(=O)CCCCCCCCCCC